C1(CCC1)N1C([C@@H]2N([C@H](C1)C2)C(=O)OC(C)(C)C)=O tert-butyl (1R,5S)-3-cyclobutyl-2-oxo-3,6-diazabicyclo[3.1.1]heptane-6-carboxylate